C(C1=CC=CC=C1)(=O)OC[C@H]1OC([C@@H]([C@@H]1CCOCC1=CC=CC=C1)O)O ((2S,3S,4R)-3-(2-(benzyloxy)ethyl)-4,5-dihydroxytetrahydrofuran-2-yl)methyl benzoate